CNC1=NC=C(C=C1N)[N+](=O)[O-] N2-methyl-5-nitro-pyridine-2,3-diamine